ClC1=CC=C(C=C1)C1=CC(=NC(=N1)C=1C=NC=CC1)N1CCC(CC1)NC(COC)=O N-(1-(6-(4-chlorophenyl)-2-(pyridin-3-yl)pyrimidin-4-yl)piperidin-4-yl)-2-methoxyacetamide